CC([C@@H](C(=O)O)NC=1C=NC=NC1)(C)C (2S)-3,3-dimethyl-2-(pyrimidin-5-ylamino)butanoic acid